Cl.Cl.FC1(CC(C1)(N)C=1N=NNC1)F 3,3-difluoro-1-(1H-1,2,3-triazol-4-yl)cyclobutan-1-amine dihydrochloride